1-[5-tert-butyl-2H-pyrazol-3-yl]-3-[4-(2-morpholin-4-yl-ethoxy)naphthalen-1-yl]-urea C(C)(C)(C)C=1C=C(NN1)NC(=O)NC1=CC=C(C2=CC=CC=C12)OCCN1CCOCC1